NCC1CCCC(N1)CO [6-(aminomethyl)piperidin-2-yl]methanol